1-(4-((1-(2-Chlorophenyl)-3-hydroxypropyl)amino)-6-(methylamino)-1,3,5-triazin-2-yl)-4-(4-fluorobenzoyl)-N-((5-oxopyrrolidin-3-yl)methyl)piperazine-2-carboxamide ClC1=C(C=CC=C1)C(CCO)NC1=NC(=NC(=N1)NC)N1C(CN(CC1)C(C1=CC=C(C=C1)F)=O)C(=O)NCC1CNC(C1)=O